2,2,5,6-tetramethylcyclohexane-1-carbonyl chloride CC1(C(C(C(CC1)C)C)C(=O)Cl)C